Tert-Butyl 2-formyl-4-methoxy-5,7-dihydro-6H-pyrrolo[3,4-d]pyrimidine-6-carboxylate C(=O)C=1N=C(C2=C(N1)CN(C2)C(=O)OC(C)(C)C)OC